C(C)OC1=CC(=NC2=CC(=CC=C12)C(=O)OCC)C1=CC=C(C=C1)C(F)(F)F ethyl 4-ethoxy-2-(4-(trifluoromethyl)phenyl)quinoline-7-carboxylate